COC1=CC=C(C=C1)C(NC(=O)C1=CN=C(NC1=O)C=1N=NC=CC1)C1=CC=C(C=C1)OC N-(BIS(4-METHOXYPHENYL)METHYL)-6-OXO-2-(PYRIDAZIN-3-YL)-1,6-DIHYDROPYRIMIDINE-5-CARBOXAMIDE